ethoxy-5-[(2R)-2-ethyl-4-[(2S)-2-(trifluoromethyl)pyrrolidine-1-carbonyl]piperazin-1-yl]-N-[(3S)-1-methylpyrrolidin-3-yl]-[2,3'-bipyridine]-6-carboxamide C(C)OC=1C(=NC(=C(C1)N1[C@@H](CN(CC1)C(=O)N1[C@@H](CCC1)C(F)(F)F)CC)C(=O)N[C@@H]1CN(CC1)C)C=1C=NC=CC1